N1C(=CC2=CC=CC=C12)CC(CCCC)NC(=O)C=1SC2=C(C1)C=CC(=C2)N2CCC1(CN(C1)C(=O)OC(C)(C)C)CC2 tert-Butyl 7-(2-([1-(1H-indol-2-yl) hexane-2-yl] carbamoyl)-1-benzothiophen-6-yl)-2,7-Diazaspiro[3.5]nonane-2-carboxylate